CC1=CC=CC(=N1)C1=C(N=CN1)C=1C=C2C=C(C=NC2=CC1)C1=CC=C(CN2C[C@@H](CCC2)C(=O)O[C@H]2CN(CC2)C)C=C1 (R)-1-methylpyrrolidin-3-yl (R)-1-(4-(6-(5-(6-methylpyridin-2-yl)-1H-imidazol-4-yl)quinolin-3-yl)benzyl)piperidine-3-carboxylate